(benzofuran-2-yl)-N-cyclohexyl-1H-pyrrolo[2,3-b]Pyridin-4-amine O1C(=CC2=C1C=CC=C2)N2C=CC1=C2N=CC=C1NC1CCCCC1